1-[(1R,2'S)-7-chloro-2'-methyl-spiro[isochromane-1,4'-piperidine]-1'-yl]-2,2,2-trifluoro-ethanone ClC1=CC=C2CCO[C@]3(C[C@@H](N(CC3)C(C(F)(F)F)=O)C)C2=C1